Benzyl [trans-3-(2-hydroxypropan-2-yl)cyclobutyl]carbamate OC(C)(C)[C@@H]1C[C@H](C1)NC(OCC1=CC=CC=C1)=O